C(CCCCC)OCCCNCCCN1CCOCC1 N-(3-hexyloxypropyl)-3-morpholinopropan-1-amine